(3R)-3-amino-7-[5-(3-aminooxetan-3-yl)-1,2,4-oxadiazol-3-yl]-1,1-dioxo-5-[[4-[5-(trifluoromethyl)-1,2,4-oxadiazol-3-yl]phenyl]methyl]-2,3-dihydro-1lambda6,5-benzothiazepine N[C@H]1CS(C2=C(N(C1)CC1=CC=C(C=C1)C1=NOC(=N1)C(F)(F)F)C=C(C=C2)C2=NOC(=N2)C2(COC2)N)(=O)=O